n-octadecyl 3-(3'-methyl-5-tert-butyl-4'-hydroxyphenyl)propanoate CC=1C=C(C=C(C1O)C(C)(C)C)CCC(=O)OCCCCCCCCCCCCCCCCCC